P(=O)(O)(O)O.O=C[C@H](O)[C@H](O)[C@H](O)[C@H](O)CO allose phosphate